N7-indan-2-yl-N3-methyl-2-phenyl-pyrazolo[1,5-a]pyridine-3,7-dicarboxamide C1C(CC2=CC=CC=C12)NC(=O)C1=CC=CC=2N1N=C(C2C(=O)NC)C2=CC=CC=C2